2-(3-fluorophenyl)ethane-2,2-d2-1-amine FC=1C=C(C=CC1)C(CN)([2H])[2H]